C(CCCCCCCCCCC)N(CCCCCCCCCCCC)C1N(CCN(C1)CCCCCCCCCCCC)CCN(CCCCCCCCCCCC)CCCCCCCCCCCC (didodecylamino)-N1,N1,4-tridodecyl-1-piperazineethanamine